C(C=CC1=CC=CC=C1)OCC1=CC(=C(C(=C1)OC)OC)OC 1-[(cinnamyloxy)methyl]-3,4,5-trimethoxybenzene